(R)-8-(1-aminoethyl)-3,6-dimethyl-2-(pyridin-4-yl)quinazolin-4(3H)-one N[C@H](C)C=1C=C(C=C2C(N(C(=NC12)C1=CC=NC=C1)C)=O)C